NC[C@H](CN(C(OC(C)(C)C)=O)C)OC tert-butyl N-[(2R)-3-amino-2-methoxy-propyl]-N-methyl-carbamate